FC(C1CN(C1)[C@H]1C[C@@H](N(CC1)CC1=C2C=CNC2=C(C=C1OC)C)C1=CC=C(C(=O)O)C=C1)F 4-((2R,4R)-4-(3-(difluoromethyl)azetidin-1-yl)-1-((5-methoxy-7-methyl-1H-indol-4-yl)methyl)piperidin-2-yl)benzoic acid